3-(5-(4-(3-(4-((4-(2-(4-fluorophenyl)-6-hydroxybenzo[b]thiophene-3-carbonyl)phenoxy)methyl)piperidin-1-yl)propyl)piperazin-1-yl)-1-oxoisoindolin-2-yl)piperidine-2,6-dione FC1=CC=C(C=C1)C1=C(C2=C(S1)C=C(C=C2)O)C(=O)C2=CC=C(OCC1CCN(CC1)CCCN1CCN(CC1)C=1C=C3CN(C(C3=CC1)=O)C1C(NC(CC1)=O)=O)C=C2